C1(CCCCCC1)COC=1C=C(C=CC1)C1(CCOCC1)C(=O)O 4-[3-(cycloheptylmethoxy)phenyl]tetrahydropyran-4-carboxylic acid